BrC1=CC(=C(C(=C1)[N+](=O)[O-])N[C@@H]1C[C@H](N(C1)C(C1=CN=CC(=C1)NC)=O)C(=O)N)C(=O)N1C[C@H](O[C@H](C1)C)C (2S,4R)-4-((4-bromo-2-((2R,6S)-2,6-dimethylmorpholine-4-carbonyl)-6-nitrophenyl)amino)-1-(5-(Methylamino)nicotinoyl)pyrrolidine-2-carboxamide